N-benzyl-pyridineamide C(C1=CC=CC=C1)NC(=O)C1=NC=CC=C1